C(CCCCCCCCCCCC)NC=1C=NC=CC1 3-(tridecylamino)pyridine